C(C)(C)(C)OC(=O)N1[C@@H](C[C@H](C1)F)C(C(C(=O)OCC)N1N=C2C(=C(C=C(C2=C1)Cl)Br)CC)=O |r| rac-(2s,4r)-2-(2-(6-bromo-4-chloro-7-ethyl-2H-indazol-2-yl)-3-ethoxy-3-oxopropionyl)-4-fluoropyrrolidine-1-carboxylic acid tert-butyl ester